4-iodo-dibenzo[b,d]furan IC1=CC=CC2=C1OC1=C2C=CC=C1